5-(2-methyl-2H-tetrazol-5-yl)pyridin CN1N=C(N=N1)C=1C=CC=NC1